C(C)(C)(C)OC(=O)N1CCN(CC1)CC1=CC(=CC(=C1)C(F)(F)F)CC(=O)OC(C)(C)C 4-(3-(2-(tert-butoxy)-2-oxoethyl)-5-(trifluoromethyl)benzyl)piperazine-1-carboxylic acid tert-butyl ester